1-[[2-(methoxymethyl)-6-methyl-imidazo[2,1-b][1,3,4]thiadiazol-5-yl]methyl]-3-propyl-2H-pyrrol-5-one COCC1=NN2C(S1)=NC(=C2CN2CC(=CC2=O)CCC)C